N-phenyl-N'-isopropyl-6-chloro-[1,3,5]triazine-2,4-diamine C1(=CC=CC=C1)NC1=NC(=NC(=N1)NC(C)C)Cl